5-(Benzyloxy)-3-((S)-but-3-en-2-yl)-1-(but-3-en-2-yl)-4,6-dioxo-N-(2,4,6-trifluorobenzyl)-2,3,4,6-tetrahydro-1H-pyrido[2,1-f][1,2,4]triazine-7-carboxamide C(C1=CC=CC=C1)OC=1C(C(=CN2N(CN(C(C21)=O)[C@@H](C)C=C)C(C)C=C)C(=O)NCC2=C(C=C(C=C2F)F)F)=O